1-methylvinyl acetate C(C)(=O)OC(=C)C